(2S,3S)-1-acetyl-3-hydroxy-N-[(S)-phenyl[4-(propan-2-yl)phenyl]methyl]pyrrolidine-2-carboxamide C(C)(=O)N1[C@@H]([C@H](CC1)O)C(=O)N[C@H](C1=CC=C(C=C1)C(C)C)C1=CC=CC=C1